N,N,N',N'-Tetramethyluronium C[N+](=C(O)N(C)C)C